P(=O)(OC)(OC[C@H](CCCCCCCCCCCCCCCCCC)OCC1=CC=CC=C1)O methyl ((S)-2-(benzyloxy)icosyl) hydrogen phosphate